OC=1C=C(C=NC1)C=1C=C(C=C(C1)C(F)(F)F)CN1CCNCC1 4-[[3-(5-Hydroxypyridin-3-yl)-5-(trifluoromethyl)phenyl]methyl]piperazin